7-(2-fluoro-6-methyl-phenyl)-N5-[(3R)-1-methyl-3-piperidyl]isoquinoline-3,5-diamine FC1=C(C(=CC=C1)C)C=1C=C(C=2C=C(N=CC2C1)N)N[C@H]1CN(CCC1)C